4-chloro-7-methyl-6-(4-nitrophenyl)-7H-pyrrolo[2,3-d]Pyrimidine ClC=1C2=C(N=CN1)N(C(=C2)C2=CC=C(C=C2)[N+](=O)[O-])C